BrC=1C=C(C=CC1)C(CC)=O (3-bromophenyl)-1-propanone